5-CHLORO-1,3-DIPROPYL-1H-PYRAZOLE-4-CARBALDEHYDE ClC1=C(C(=NN1CCC)CCC)C=O